P(=O)(O)(O)OC=1C(=O)O[C@@H](C1O)[C@@H](O)CO phosphoascorbic acid